(4-(quinolin-3-yl)phenyl)methanol N1=CC(=CC2=CC=CC=C12)C1=CC=C(C=C1)CO